C(CCCCCCC)N1SC=CC1=O 2-N-octyl-3(2H)-isothiazolone